N-((2-(1H-indol-3-yl)ethyl)carbamoyl)-2-(3,5-bis(trifluoromethyl)phenoxy)-acetamide N1C=C(C2=CC=CC=C12)CCNC(=O)NC(COC1=CC(=CC(=C1)C(F)(F)F)C(F)(F)F)=O